ClC=1C=C(C=CC1F)[C@@]1(CN2[C@H](CO1)CN(CC2)C(=O)C2=C(C(=CC=C2)Br)Cl)O [(3R,9aS)-3-(3-chloro-4-fluoro-phenyl)-3-hydroxy-1,4,6,7,9,9a-hexahydropyrazino[2,1-c][1,4]oxazin-8-yl]-(3-bromo-2-chloro-phenyl)methanone